CO[C@H]([C@H](C)N)C (2S,3S)-3-methoxybutan-2-amine